(1R,2S)-6-Chloro-2-hydroxy-1,2,3,4-tetrahydronaphthalin-1-yl-carbamat ClC=1C=C2CC[C@@H]([C@@H](C2=CC1)NC([O-])=O)O